C(#N)C1=C(OCC2CCN(CC2)C(=O)NC)C=CC(=C1)CN1CC2=CC=C(C=C2C1)C#N 4-(2-cyano-4-((5-cyanoisoindolin-2-yl)methyl)phenoxy)methyl-N-methylpiperidine-1-carboxamide